3-(4-(5-((diethylamino)methyl)thiophen-2-yl)-6-morpholino-1,3,5-triazin-2-yl)phenol C(C)N(CC)CC1=CC=C(S1)C1=NC(=NC(=N1)N1CCOCC1)C=1C=C(C=CC1)O